3-(1-(2-chloro-2-fluoroacetyl)-2-((4-methoxy-1H-indole-2-carbonyl)-L-prolyl)hydrazinyl)propanamide ClC(C(=O)N(NC([C@H]1N(CCC1)C(=O)C=1NC2=CC=CC(=C2C1)OC)=O)CCC(=O)N)F